CC1(CC=C(C(C1)=O)C1=CC=NC=C1)C 5,5-dimethyl-2-(4-pyridyl)cyclohex-2-en-1-one